4-(4-((1R,5S)-3,8-diazabicyclo[3.2.1]octan-3-yl)-2-((6,7-dihydro-5H-pyrido[3,2-a]pyrrolizin-4b(9H)-yl)methoxy)-8-fluoropyrido[4,3-d]pyrimidin-7-yl)-5-ethynylnaphthalen-2-ol [C@H]12CN(C[C@H](CC1)N2)C=2C1=C(N=C(N2)OCC23CCCN3CC3=C2C=CC=N3)C(=C(N=C1)C1=CC(=CC3=CC=CC(=C13)C#C)O)F